5-[(2-chloro-6-fluorophenyl)methyl]-4-(cycloheptylmethyl)-2-(2,2,2-trifluoroethyl)-2,4-dihydro-3H-1,2,4-triazol-3-one ClC1=C(C(=CC=C1)F)CC=1N(C(N(N1)CC(F)(F)F)=O)CC1CCCCCC1